C(CCCCC)N=C=O n-Hexyl isocyanate